5-Nitrobenzofuran-2-carboxylic Acid [N+](=O)([O-])C=1C=CC2=C(C=C(O2)C(=O)O)C1